C(N)(=O)C=1N=NC(=CC1NC=1C=C(C(=O)OC(C)(C)C)C=CC1)C1=C(C=CC=C1F)F tert-butyl 3-((3-carbamoyl-6-(2,6-difluorophenyl)pyridazin-4-yl)amino)benzoate